ClC1=NC(=NC=C1)NC=1C=NN(C1)C chloro-N-(1-methyl-1H-pyrazol-4-yl)pyrimidin-2-amine